C(C(=C)C)(=O)OC(C)(C)C tertiarybutyl methacrylate